NC1=CC=C(C=N1)C1=CC=2C(=NC=C3C=CC(N(C23)C2=CC(=CC=C2)C(F)(F)F)=O)C=C1 9-(6-amino-pyridin-3-yl)-1-(3-trifluoromethyl-phenyl)-1H-benzo[h][1,6]naphthyridin-one